BrC=1C=CC(=C(C1)S(=O)(=O)NC=1C(=C(C(=O)O)C=C(C1)C1CC1)O)N[C@H](C)C(C)C (R)-3-((5-bromo-2-((3-methylbutan-2-yl)amino)phenyl)sulfonamido)-5-cyclopropyl-2-hydroxybenzoic acid